N-((1R,2S)-2-(3,4-difluorophenyl)cyclopropyl)-5-(methylsulfonyl)-3H-[1,2,3]triazolo[4,5-d]pyrimidin-7-amine FC=1C=C(C=CC1F)[C@H]1[C@@H](C1)NC=1C2=C(N=C(N1)S(=O)(=O)C)NN=N2